N1(CCOCC1)C1=CC=C(C=N1)C=1C=C(C=CC1)[C@H](C)NC1=NC=NC=C1 N-{(1S)-1-[3-(6-morpholin-4-ylpyridin-3-yl)phenyl]ethyl}pyrimidin-4-amine